[O-]S(=O)(=O)C(F)(F)F.C(CCCCCCCCC)[N+]1(CCCCC1)CCC 1-decyl-1-propylpiperidinium triflate